BrC1=C(C=C(C=C1)C(F)(F)F)C(C(=O)O)C(F)F 2-bromo-β,β-difluoro-5-(trifluoromethyl)-phenylpropionic acid